NC1=NC=CC=2N1C(=NC2C2CN(CC2)C(C=C)=O)C2=CC(=C(C=C2)OC2=NC=CC(=C2)OC)Cl 1-(3-(5-amino-3-(3-chloro-4-((4-methoxypyridin-2-yl)oxy)phenyl)imidazo[1,5-c]pyrimidin-1-yl)pyrrolidin-1-yl)prop-2-en-1-one